[Ca].C1=C(C=CC2=CC=CC=C12)C(=O)O β-naphthoic acid calcium